CC1=CC=C(C=C1)NC(=O)C N-(4-methylphenyl)acetamide